{[1-(4-Bromo-2-fluorophenyl)-5-(2,4-difluorophenyl)-1H-1,2,4-triazole-3-yl]oxy}acetic acid BrC1=CC(=C(C=C1)N1N=C(N=C1C1=C(C=C(C=C1)F)F)OCC(=O)O)F